COCC(C(=O)[O-])N1N=C(C(=C1)C)NC=1SC(=CN1)C(NC1=C(C(=CC=C1C)OC)C)=O.[Cs+] caesium 3-methoxy-2-[3-[[5-[(3-methoxy-2,6-dimethyl-phenyl)carbamoyl]thiazol-2-yl]amino]-4-methyl-pyrazol-1-yl]propanoate